OC(CC(=O)O)(CCO)C 3,5-dihydroxy-3-methyl-pentanoic acid